C(C)N1CCN(CC1)C1=C(C=C(C=C1)C(=O)N1CCC(CC1)C1=CC=C(C=C1)OC=1N=NC(=CC1)C(F)(F)F)NC(C(C1=CC=CC=C1)O)=O N-(2-(4-ethylpiperazin-1-yl)-5-(4-(4-((6-(trifluoromethyl)pyridazin-3-yl)oxy)phenyl)piperidine-1-carbonyl)phenyl)-2-hydroxy-2-phenylacetamide